O1CCOC12CCC(CC2)CS(=O)(=O)[O-] 1,4-Dioxaspiro[4.5]dec-8-ylmethanesulfonate